2-(2-Hydroxy-propan-2-yl)-N'-((2,4,5,6-tetrahydro-1H-cyclobuta[f]inden-3-yl)carbamoyl)thiazole-5-sulfonimidamide OC(C)(C)C=1SC(=CN1)S(=O)(N)=NC(NC1=C2C(=CC=3CCCC13)CC2)=O